C(C)S(=O)(=O)C1=CC=C(C=C1)C(C(=O)OC)CO Methyl 2-(4-(ethanesulfonyl) phenyl)-3-hydroxypropionate